8-(3,3-difluoroazetidin-1-yl)-N-(2-methoxy-4-(1-methyl-1H-pyrazol-4-yl)phenyl)pyrido[3,4-d]pyrimidin-2-amine FC1(CN(C1)C1=NC=CC2=C1N=C(N=C2)NC2=C(C=C(C=C2)C=2C=NN(C2)C)OC)F